2-(pyridin-2-yl)-9-(4-(4,4,5,5-tetramethyl-1,3,2-dioxaborolan-2-yl)phenyl)-1,10-phenanthroline N1=C(C=CC=C1)C1=NC2=C3N=C(C=CC3=CC=C2C=C1)C1=CC=C(C=C1)B1OC(C(O1)(C)C)(C)C